OC1CC(C=C2CC[C@H]3[C@@H]4CC[C@H](C(CO)=O)[C@]4(CC[C@@H]3[C@@]12C)C)=O 1,21-dihydroxypregn-4-ene-3,20-dione